C1=C(C=CC=2CCCCC12)C(CC)N 1-(5,6,7,8-tetrahydronaphthalen-2-yl)propan-1-amine